N-{(2S,3R,4S)-1-(cyclopropanecarbonyl)-4-fluoro-2-[(2,2',3'-trifluoro[1,1'-biphenyl]-3-yl)methyl]pyrrolidin-3-yl}ethanesulfonamide C1(CC1)C(=O)N1[C@H]([C@H]([C@H](C1)F)NS(=O)(=O)CC)CC=1C(=C(C=CC1)C1=C(C(=CC=C1)F)F)F